NC(C(=O)O)(CCCCB(O)O)CCCN1CCN(CC1)C(NC1=C(C=CC=C1)F)=O 2-amino-6-borono-2-(3-(4-(2-fluorophenylcarbamoyl)piperazin-1-yl)propyl)hexanoic acid